BrC=1C=C2N(N=CC(=C2N[C@H]2CC[C@H](CC2)NC(OC(C)(C)C)=O)C(N)=NC2=C(C=CC(=C2)F)Cl)C1 tert-butyl N-[cis-4-[[6-bromo-3-[N'-(2-chloro-5-fluoro-phenyl)carbamimidoyl]pyrrolo[1,2-b]pyridazin-4-yl]amino]cyclohexyl]carbamate